ClC1=CN(C=2N=C(N=C(C21)N[C@H]2CN(CCC2)C(=O)OC(C)(C)C)NC2=CC(=NS2)C)COCC[Si](C)(C)C tert-Butyl (R)-3-((5-chloro-2-((3-methylisothiazol-5-yl)amino)-7-((2-(trimethylsilyl)ethoxy)-methyl)-7H-pyrrolo[2,3-d]pyrimidin-4-yl)amino)piperidine-1-carboxylate